ClC=1C(=NC(=CC1)Cl)OC[C@@H]1NCCC1 (R)-3,6-dichloro-2-(pyrrolidin-2-ylmethoxy)pyridine